COC(C1=C(C=CC=C1)[C@H]1[C@@H](C1)CO)=O ((1R,2R)-2-(hydroxymethyl)cyclopropyl)benzoic acid methyl ester